3-((3-((3r,5r,7r)-adamantan-1-yl)propanoyl)oxy)-2-((((9Z,12Z)-octadeca-9,12-dienoyl)oxy)methyl)propyl 1-(pyridin-4-yl)piperidine-4-carboxylate N1=CC=C(C=C1)N1CCC(CC1)C(=O)OCC(COC(CCC12CC3CC(CC(C1)C3)C2)=O)COC(CCCCCCC\C=C/C\C=C/CCCCC)=O